2-[2-fluoro-5-(2,2,2-trifluoro-1-hydroxy-1-methyl-ethyl)phenyl]-4-[[5-(4-hydroxy-1-piperidyl)-2-pyridyl]amino]-6H-1,6-naphthyridin-5-one FC1=C(C=C(C=C1)C(C(F)(F)F)(C)O)C1=NC=2C=CNC(C2C(=C1)NC1=NC=C(C=C1)N1CCC(CC1)O)=O